COC1=C(C=C(C=C1)C2=C(C(=O)C3=C(O2)C(=C(C=C3)OC)OC)OC)O The molecule is a tetramethoxyflavone that is flavone substituted by methoxy groups at positions 3, 7, 8 and 4' and a hydroxy group at position 3'. Isolated from the aerial parts of Mimosa diplotricha, it exhibits antiproliferative activity. It has a role as an antineoplastic agent and a plant metabolite. It is a monohydroxyflavone and a tetramethoxyflavone. It derives from a flavone.